C(C[C@@](O)(C)CCO)(=O)O.C(C[C@@](O)(C)CCO)(=O)O mevalonic acid, mevalonate salt